esylic acid amide S(=O)(=O)(N)CC